ClC1=CC2=C(C=C3N2C(=NN(C3=O)CC(=O)NCCC(C)(C)O)C(C)(C)O)S1 2-(2-chloro-5-(2-hydroxypropan-2-yl)-8-oxothieno[2',3':4,5]pyrrolo[1,2-d][1,2,4]triazin-7(8H)-yl)-N-(3-hydroxy-3-methylbutyl)acetamide